3-[5-(5-hydroxypent-1-yn-1-yl)-3-methyl-2-oxo-1,3-benzodiazol-1-yl]piperidine-2,6-dione OCCCC#CC1=CC2=C(N(C(N2C)=O)C2C(NC(CC2)=O)=O)C=C1